Cl.Cl.N[C@H](C(=O)NC1=NC=C(C=C1)C1=C(N=NN1C)C)C1CCC(CC1)C (S)-2-amino-N-(5-(1,4-dimethyl-1H-1,2,3-triazol-5-yl)pyridin-2-yl)-2-((1r,4S)-4-methylcyclohexyl)acetamide dihydrochloride